(4-amino-7-fluoro-3-methylimidazo[1,5-a]quinoxalin-8-yl)((2S,6R)-9-(trifluoromethyl)-3,4-dihydro-2H-2,6-methanopyrido[2,3-b][1,5]oxazocin-5(6H)-yl)methanone NC=1C=2N(C3=CC(=C(C=C3N1)F)C(=O)N1[C@H]3C4=C(O[C@@H](CC1)C3)N=C(C=C4)C(F)(F)F)C=NC2C